2-(6-(1-((1R,3R,4R,5R)-4-fluoro-1-methyl-8-azabicyclo[3.2.1]oct-6-en-3-yl)vinyl)pyridazin-3-yl)-5-(1H-1,2,3-triazol-1-yl)phenol F[C@@H]1[C@H](C[C@@]2(C=C[C@H]1N2)C)C(=C)C2=CC=C(N=N2)C2=C(C=C(C=C2)N2N=NC=C2)O